hydroxypropanesulfonic acid CCC(O)S(=O)(=O)O